FC1=C(C=C2C=CC(NC2=C1)=O)C=O 7-Fluoro-2-oxo-1,2-dihydroquinoline-6-carbaldehyde